benzyl-6-hydroxy-3,4-dihydroisoquinoline C(C1=CC=CC=C1)C1=NCCC2=CC(=CC=C12)O